NC(CCN(NC([C@H](CC1=CC=CC=C1)NC(=O)C=1NC2=CC=CC(=C2C1)OC)=O)C(C(F)Cl)=O)=O N-((2S)-1-(2-(3-amino-3-oxopropyl)-2-(2-chloro-2-fluoroacetyl)hydrazinyl)-1-oxo-3-phenylpropane-2-yl)-4-methoxy-1H-indole-2-carboxamide